[Ce+3].S(=O)(=O)([O-])[O-].[Zn+2] zinc sulfate, cerium salt